O1C(=NC2=C1C=CC=C2)C2(CCN(CC2)C2=C(C(N(C1=CC(=CC=C21)Cl)C)=O)C(=O)N)C 4-[4-(1,3-benzooxazol-2-yl)-4-methylpiperidin-1-yl]-7-chloro-1-methyl-2-oxo-1,2-dihydroquinoline-3-carboxamide